ClC1=CC=C2C3(CN(C2=C1)C(CN1[C@H](CN[C@@H](C1)C)COC)=O)CC1=CC=CC=C1C3 1-{6'-Chloro-1,1',2',3-tetrahydrospiro[indene-2,3'-indole]-1'-yl}-2-[(2R,5R)-2-(methoxymethyl)-5-methylpiperazin-1-yl]ethan-1-one